5-fluoro-8-(4-fluorophenyl)-9-(pyrrolidin-2,5-dione-1-yl)-8,9-dihydro-2H-pyrido[4,3,2-de]phthalazin-3(7H)-one FC=1C=C2C=3C(=NNC(C3C1)=O)C(C(N2)C2=CC=C(C=C2)F)N2C(CCC2=O)=O